ClC1=C(C=CC=C1C=1N=NN(C1)CC1=C(C=C(C=C1)C=1OC(=NN1)C(F)F)F)CN(C)C 1-(2-chloro-3-(1-(4-(5-(difluoromethyl)-1,3,4-oxadiazol-2-yl)-2-fluorobenzyl)-1H-1,2,3-triazol-4-yl)phenyl)-N,N-dimethylmethanamine